C1=C(C=CC2=CC=CC=C12)/C=C/C(=O)NC(CN1N=CN=C1)C1=CC=CC=C1 (E)-3-(naphthalen-2-yl)-N-(1-phenyl-2-(1H-1,2,4-triazol-1-yl)ethyl)acrylamide